4-(2-bromophenyl)piperazine-1-carboxylic acid tert-butyl ester C(C)(C)(C)OC(=O)N1CCN(CC1)C1=C(C=CC=C1)Br